3,4-dimethoxy-1-(((2-morpholinoethyl)amino)methyl)-9H-xanthen-9-one COC=1C=C(C=2C(C3=CC=CC=C3OC2C1OC)=O)CNCCN1CCOCC1